NCCCC(CCNC)NC (3-aminopropyl)-N,N'-dimethyl-1,3-propanediamine